C(C)(=O)N1C=CC2=CC=C(C=C12)NC1=NC(=CC(=N1)NCC1=CC=C(C=C1)S(=O)(=O)N)C(F)(F)F 4-(((2-((1-acetylindol-6-yl)amino)-6-(trifluoromethyl)pyrimidin-4-yl)amino)methyl)benzenesulfonamide